(E)-beta-methyl-cinnamic acid C\C(=C/C(=O)O)\C1=CC=CC=C1